thiobenzoquinone C1(C=CC(C=C1)=O)=S